7-bromo-8-methoxy-2-methyl-5-phenyl-4,5-dihydro-2H-spiro[benzo[f][1,2,5]thiadiazepine-3,1'-cyclobutane] 1,1-dioxide BrC=1C(=CC2=C(N(CC3(CCC3)N(S2(=O)=O)C)C2=CC=CC=C2)C1)OC